2-(2,6-dimethylpyridin-4-yl)-3-isopropyl-5-(5-(piperidin-3-yl)-4H-1,2,4-triazol-3-yl)-1H-indole CC1=NC(=CC(=C1)C=1NC2=CC=C(C=C2C1C(C)C)C1=NN=C(N1)C1CNCCC1)C